5-{1-[(1R)-1-{5-[5-(difluoromethyl)-1,3,4-oxadiazol-2-yl]thiophen-2-yl}-2-(pyrrolidin-1-yl)ethyl]-1H-1,2,3-triazol-4-yl}pyridin-2-amine FC(C1=NN=C(O1)C1=CC=C(S1)[C@@H](CN1CCCC1)N1N=NC(=C1)C=1C=CC(=NC1)N)F